2-(2-cyclopropylethynyl)benzaldehyde C1(CC1)C#CC1=C(C=O)C=CC=C1